5-(4-t-octylphenyl)pyrazoline C(C)(C)(CC(C)(C)C)C1=CC=C(C=C1)C1C=CNN1